6-Ethyl-2,4,5-trimethylphenol C(C)C1=C(C(=CC(=C1O)C)C)C